O1C(CCCC1)N1N=CC(=C1)C1C[C@@H](N(C1)C(=O)OC(C)(C)C)C(=O)OC 1-tert-butyl 2-methyl (2R)-4-[1-(oxan-2-yl)pyrazol-4-yl]pyrrolidine-1,2-dicarboxylate